(S)-1-(sec-butyl)-N-((4,6-dimethyl-2-oxo-1,2-dihydropyridin-3-yl)methyl)-3-methyl-6-(6-(piperazin-1-yl)pyridin-3-yl)-1H-indole-4-carboxamide [C@H](C)(CC)N1C=C(C=2C(=CC(=CC12)C=1C=NC(=CC1)N1CCNCC1)C(=O)NCC=1C(NC(=CC1C)C)=O)C